BrC1=C2CCN(C2=CC=C1)CCCN1CCC(CC1)(C(=O)OC)O 4-bromo-1-(3-(4-hydroxy-4-methoxyformylpiperidin-1-yl)propyl)indoline